(3S,4R,5R,6S)-1-{6-[(4-ethylbenzyl)oxy]hexyl}-3,4,5,6-azepanetetrol C(C)C1=CC=C(COCCCCCCN2C[C@@H]([C@H]([C@@H]([C@H](C2)O)O)O)O)C=C1